tert-butyl (2R,5'S)-5'-carbamoyl-6-methyl-3-oxo-3,4-dihydrospiro[pyrido[3,2-b][1,4]oxazine-2,3'-pyrrolidine]-1'-carboxylate C(N)(=O)[C@@H]1C[C@@]2(CN1C(=O)OC(C)(C)C)C(NC1=C(O2)C=CC(=N1)C)=O